2-(imidazol-1-ylmethoxy)ethyl-trimethyl-silane N1(C=NC=C1)COCC[Si](C)(C)C